(S)-1-(2-(2-Methylazetidin-1-yl)-6-(trifluoromethyl)pyrimidin-4-yl)piperidine-4-carboxylic acid C[C@@H]1N(CC1)C1=NC(=CC(=N1)N1CCC(CC1)C(=O)O)C(F)(F)F